COC(C(CCON(C)C)C)=O.FC1=CC=C(C=C1)OCC1=CC=C(C=C1)C 1-fluoro-4-((4-methylbenzyl)oxy)benzene methyl-5-(dimethylamino)-2-methyl-5-oxapentanoate